3,3,3-Trifluoroprop-1-en-2-yl 3-(5-bromo-3-phenyl-1H-indazol-1-yl)-2,2-dimethylpropanoate BrC=1C=C2C(=NN(C2=CC1)CC(C(=O)OC(=C)C(F)(F)F)(C)C)C1=CC=CC=C1